C(C)(C)(C)OC(N(C1=C2C(=NC=N1)N(N=C2)[C@@H]2C=C([C@H]1OC(O[C@H]12)(C)C)CO)C(=O)OC(C)(C)C)=O (Tert-Butoxycarbonyl)(1-((3aS,4R,6aR)-6-(hydroxymethyl)-2,2-dimethyl-3a,6a-dihydro-4H-cyclopenta[d][1,3]dioxol-4-yl)-1H-pyrazolo[3,4-d]pyrimidin-4-yl)carbamic acid tert-butyl ester